N1CC(CC1)C(=O)ONC(=O)OC(C)(C)C 3-((tert-butoxycarbonyl) amino) pyrrolidine-3-carboxylate